FC(C(=O)O)(F)F.BrC1=CC=C(C=C1)C=O (4-bromophenyl)-methanone, trifluoroacetate salt